4-bromo-N-((5-fluoro-2,3-dihydrobenzofuran-4-yl)methyl)-6-methoxy-2,7-naphthyridin-1-amine BrC1=CN=C(C2=CN=C(C=C12)OC)NCC1=C(C=CC2=C1CCO2)F